P(=O)(OP(=O)(Cl)Cl)(Cl)Cl pyrophosphoryl chloride